(S)-((2R,5R)-5-(4-Chlorophenyl)pyrrolidin-2-yl)(3-fluorophenyl)-methanol hydrochloride Cl.ClC1=CC=C(C=C1)[C@H]1CC[C@@H](N1)[C@@H](O)C1=CC(=CC=C1)F